tert-butyl 4-(benzylthio)phenylcarbamate C(C1=CC=CC=C1)SC1=CC=C(C=C1)NC(OC(C)(C)C)=O